O1NCOCC=C1 2,3-dihydro-5H-1,4,2-dioxazepine